(2R,4S)-7-fluoro-4-hydroxy-N-{3-[4-(4,4,4-trifluorobutoxy)-1H-pyrazol-1-yl]bicyclo[1.1.1]pentan-1-yl}-6-(trifluoromethyl)-3,4-dihydro-2H-1-benzopyran-2-carboxamide FC1=CC2=C([C@H](C[C@@H](O2)C(=O)NC23CC(C2)(C3)N3N=CC(=C3)OCCCC(F)(F)F)O)C=C1C(F)(F)F